C12NCCC(N(C1)C1=NC(=NC3=C(C(=C(C=C13)Cl)C1=CC=C(C3=C1N=C(S3)N)F)F)OC[C@]31CCCN1C[C@@H](C3)F)C2 4-(4-(2,6-diazabicyclo-[3.2.1]octan-6-yl)-6-chloro-8-fluoro-2-(((2R,7aS)-2-fluorotetrahydro-1H-pyrrolizin-7a(5H)-yl)methoxy)-quinazolin-7-yl)-7-fluoro-benzo[d]thiazol-2-amine